FC1=CC=C(C=C1)C1=NN(N=C1)C(=O)C(CCC[C@H](N)C(=O)O)N 6-(4-(4-fluorophenyl)-2H-1,2,3-triazole-2-carbonyl)-L-lysine